NC(CCCBr)(O)C(=O)OC(C)(C)C aminoBoc-4-bromobutanol